N-(5-(3,5-difluorobenzyl)-1H-indazol-3-yl)-4-(4-(3-(2,4-dioxotetrahydropyrimidin-1(2H)-yl)benzyl)piperazin-1-yl)-2-((tetrahydro-2H-pyran-4-yl)amino)benzamide FC=1C=C(CC=2C=C3C(=NNC3=CC2)NC(C2=C(C=C(C=C2)N2CCN(CC2)CC2=CC(=CC=C2)N2C(NC(CC2)=O)=O)NC2CCOCC2)=O)C=C(C1)F